CON1C(C(=CC=C1)NC(OCC1=CC=CC=C1)=O)=O benzyl (1-methoxy-2-oxo-1,2-dihydropyridin-3-yl)carbamate